CC=1N=NSC1C(=O)N[C@H](C(NC1=CC2=C(C=N1)C1(CCOCC1)C(N2)=O)=O)C2CCC(CC2)C 4-Methyl-N-{(1S)-1-(4-methylcyclohexyl)-2-oxo-2-[(2-oxospiro[1H-pyrrolo[3,2-c]pyridine-3,4'-oxane]-6-yl)amino]ethyl}-1,2,3-thiadiazole-5-carboxamide